C1(CC1)C(=O)NC1=CC(=C(N=N1)C(=O)NC)NC1=NN2C(C=CC(=C2)OC2CN(C2)S(=O)(=O)C)=N1 6-(cyclopropanecarboxamido)-N-methyl-4-((6-((1-(methylsulfonyl)azetidin-3-yl)oxy)-[1,2,4]triazolo[1,5-a]pyridin-2-yl)amino)pyridazin-3-carboxamide